FC=1C(=CC(=C(C(=O)NC2CCNCC2)C1)O[C@@H](C)CC(C)C)N1N=C(N(C1=O)C)C(C)C 5-fluoro-4-[4-methyl-5-oxo-3-(prop-2-yl)-4,5-dihydro-1H-1,2,4-triazol-1-yl]-2-{[(2S)-4-methylpent-2-yl]oxy}-N-(piperidin-4-yl)benzamide